(5S)-2-{[1-(6-Chloropyridin-2-yl)cyclopropyl]methyl}-3-oxo-2,3,5,6,7,8-hexahydro[1,2,4]triazolo[4,3-a]pyridin ClC1=CC=CC(=N1)C1(CC1)CN1N=C2N(CCCC2)C1=O